neodymium (2-ethylhexyl)(n-nonylphenyl)phosphinate C(C)C(CP([O-])(=O)C1=C(C=CC=C1)CCCCCCCCC)CCCC.[Nd+3].C(C)C(CP([O-])(=O)C1=C(C=CC=C1)CCCCCCCCC)CCCC.C(C)C(CP([O-])(=O)C1=C(C=CC=C1)CCCCCCCCC)CCCC